3-[4-[4-[1-[[2-chloro-6-methoxy-4-(1,4,5-trimethyl-6-oxo-3-pyridyl)phenyl]methyl]-3,3-difluoro-4-piperidyl]-1-piperidyl]-3-fluoro-anilino]piperidine-2,6-dione ClC1=C(C(=CC(=C1)C1=CN(C(C(=C1C)C)=O)C)OC)CN1CC(C(CC1)C1CCN(CC1)C1=C(C=C(NC2C(NC(CC2)=O)=O)C=C1)F)(F)F